C(CCC)NC1=C(C(=O)O)C=CC=C1S(NC)(=O)=O (butylamino)-3-(methylsulfamoyl)benzoic acid